trans-tert-butyl 1-(5-chloro-2-fluoro-3'-(trifluoromethyl)-[1,1'-biphenyl]-4-yl)-2-oxohexahydro-1H-pyrido[3,4-b][1,4]oxazine-6(7H)-carboxylate ClC=1C(=CC(=C(C1)C1=CC(=CC=C1)C(F)(F)F)F)N1[C@H]2[C@H](OCC1=O)CN(CC2)C(=O)OC(C)(C)C